CN(CCCNCCCN)C 3-(3-(Dimethylamino)propyl-amino)propylamin